N[C@H](CO)CC1=NC(=NO1)C1=CC(=CC=C1)[C@@H]1COC=2C(=NC=CC2)O1 (S)-2-Amino-3-(3-(3-((R)-2,3-dihydro-[1,4]-dioxino[2,3-b]pyridin-3-yl)phenyl)-1,2,4-oxadiazol-5-yl)propan-1-ol